9-anthrylmethylpropionic acid C1=CC=CC2=CC3=CC=CC=C3C(=C12)CC(C(=O)O)C